CC1OCC2(C1NCC1=C3CN(C(C3=CC=C1)=O)C1C(NC(CC1)=O)=O)CCNCC2 3-(4-(((3-methyl-2-oxa-8-azaspiro[4.5]decan-4-yl)amino)methyl)-1-oxoisoindolin-2-yl)piperidine-2,6-dione